Benzyl (S)-4-[(S)-3-(benzyloxy)-2-([tert-butoxycarbonyl]amino)propanamido]-2,2,6-trimethyl-3-oxohept-6-enoate C(C1=CC=CC=C1)OC[C@@H](C(=O)N[C@H](C(C(C(=O)OCC1=CC=CC=C1)(C)C)=O)CC(=C)C)NC(=O)OC(C)(C)C